tert-Butyl 1-benzyl-3-oxohexahydropyrrolo[3,4-b]pyrrole-5(1H)-carboxylate C(C1=CC=CC=C1)N1C2C(C(C1)=O)CN(C2)C(=O)OC(C)(C)C